4-[[(1R)-1-[3-(difluoromethyl)-2-fluoro-phenyl]ethyl]amino]-6-(1-imino-1-oxo-thiazin-4-yl)-8-methyl-pyrido[2,3-d]pyrimidin-7-one FC(C=1C(=C(C=CC1)[C@@H](C)NC=1C2=C(N=CN1)N(C(C(=C2)C2=CNS(C=C2)(=O)=N)=O)C)F)F